O=C1N(C(CC1)=O)OC(C(CCSSC1=NC=CC=C1)S(=O)(=O)O)=O 1-(2,5-dioxopyrrolidin-1-oxy)-1-oxo-4-(pyridin-2-yldisulfanyl)butane-2-sulfonic acid